(+)-[4-[(2-Chloro-4-fluoro-phenoxy)methyl]-1-piperidyl]-[(3R)-3-(1H-triazol-5-yl)pyrrolidin-1-yl]methanone ClC1=C(OCC2CCN(CC2)C(=O)N2C[C@@H](CC2)C2=CN=NN2)C=CC(=C1)F